4-((1R,5S)-3,8-diazabicyclo[3.2.1]octan-3-yl-2-((2,6-dimethylenetetrahydro-1H-pyrrolizin-7a(5H)-yl)methoxy)-8-fluoropyrido[4,3-d]pyrimidin-7-yl)-5-ethynylnaphthalen-2-ol [C@H]12CN(C[C@H](CC1)N2)C=2C1=C(N=C(N2)OCC23CC(CN3CC(C2)=C)=C)C(=C(N=C1)C1=CC(=CC2=CC=CC(=C12)C#C)O)F